FC1(CN(CCC1)C(=O)OC(C)(C)C)F tert-butyl 3,3-difluoro-piperidine-1-carboxylate